CC1=CC=C(C=2N1N=CC2)N2N=CC(=C2C(F)(F)F)C(=O)NC2=CC(=NC=C2)C(F)(F)F 1-(7-methylpyrazolo[1,5-a]pyridin-4-yl)-5-(trifluoromethyl)-N-(2-(trifluoromethyl)pyridin-4-yl)-1H-pyrazole-4-carboxamide